4-chloro-1-methyl-pyrrolo[2,3-b]Pyridine-2-carboxylic acid ClC1=C2C(=NC=C1)N(C(=C2)C(=O)O)C